FC(C1=C(C=O)C=CC=C1)(F)F 2-(trifluoromethyl)benzaldehyde